BrC1=C(C=C(C=C1)C1=NOC(C1)(C(F)(F)F)C1=CC(=CC(=C1)Cl)Cl)C 3-(4-bromo-3-methylphenyl)-5-(3,5-dichlorophenyl)-5-trifluoromethyl-4,5-dihydroisoxazole